N-[1-methyl-3-(methyldioxy-λ6-thio)indol-5-yl]butanamide CN1C=C(C2=CC(=CC=C12)NC(CCC)=O)[SH4]OOC